C(C1=CC=CC=C1)O[C@@H](C(=O)C1=CC(=C(C=C1)Cl)CC1=CC=C(C=C1)OCC)[C@H]([C@@H]([C@@]1(OC(O[C@@H]1C)(C)C)COCC1=CC=CC=C1)OCC1=CC=CC=C1)OCC1=CC=CC=C1 (2R,3S,4S)-2,3,4-tribenzyloxy-4-[(4R,5R)-4-(benzyloxymethyl)-2,2,5-trimethyl-1,3-dioxolane-4-yl]-1-[4-chloro-3-[(4-ethoxyphenyl)methyl]phenyl]butane-1-one